N-Methoxy-N,4-dimethyl-3,4-dihydro-2H-1,4-benzoxazine-7-carboxamide CON(C(=O)C1=CC2=C(N(CCO2)C)C=C1)C